5-(benzylthio)-3-fluoropyridinecarbonitrile C(C1=CC=CC=C1)SC=1C=C(C(=NC1)C#N)F